5-(3,5-bis(hydroxymethyl)piperazin-1-yl)-2,3-dihydro-1,4-benzodioxine OCC1CN(CC(N1)CO)C1=CC=CC=2OCCOC21